(R)-5-formyl-2-(3-(1-(3-((3-hydroxypyrrolidin-1-yl)methyl)-1,7-naphthyridin-8-yl)indolin-4-yl)-2-methylphenyl)benzo[d]oxazole-7-carbonitrile C(=O)C=1C=C(C2=C(N=C(O2)C2=C(C(=CC=C2)C2=C3CCN(C3=CC=C2)C=2N=CC=C3C=C(C=NC23)CN2C[C@@H](CC2)O)C)C1)C#N